CC1(N(C(CCC1)(C)C)OC(C)C1=CC=C(COC2=CC(=CC(=C2)OCC2=CC=C(C=C2)C(C)ON2C(CCCC2(C)C)(C)C)OCC2=CC=C(C=C2)C(C)ON2C(CCCC2(C)C)(C)C)C=C1)C 1,3,5-tris((4-(1-((2,2,6,6-tetramethylpiperidin-1-yl)oxy)ethyl)benzyl)oxy)benzene